FC1=C(C(=O)NC2CCN(CC2)C(C)C)C=C(C(=C1)NC1=NC=C(C(=N1)N1OCCC1C1=CC=CC=C1)C(F)(F)F)OC 2-fluoro-N-(1-isopropylpiperidin-4-yl)-5-methoxy-4-((4-(3-phenylisoxazolidin-2-yl)-5-(trifluoromethyl)pyrimidin-2-yl)amino)benzamide